Cl.C(#N)C=C1[C@H]2CNC[C@@H](C1)N2C(=O)OC(C)(C)C tert-butyl (1R,5S)-6-(cyanomethylene)-3,8-diazabicyclo[3.2.1]octane-8-carboxylate hydrochloride